C12(CC(C1)C2)N2C(C(N(C=C2)CC=2N=NC(=CC2)C2=CN=CS2)=O)=O 1-(bicyclo[1.1.1]pentan-1-yl)-4-((6-(thiazol-5-yl)pyridazin-3-yl)methyl)-1,4-dihydropyrazine-2,3-dione